ortho-methoxyhydroquinone COC1=C(O)C=CC(=C1)O